[C].[Re].[Cu] copper-rhenium carbon